FC1=CC=C(C=C1)C1=NN2C(CN(C[C@H]2CC=O)C(=O)OC(C)(C)C)=C1C1=CC=NC=C1 |r| tert-butyl (7RS)-2-(4-fluorophenyl)-7-(2-oxoethyl)-3-(pyridin-4-yl)-6,7-dihydropyrazolo[1,5-a]pyrazine-5(4H)-carboxylate